S1N=CN=C1N1CCC1 1-(1,2,4-thiadiazole-5-yl)azetidin